FC1=C(C=CC=C1F)[C@H]1[C@@H](CC=C(C1)CCC=C(C)C)C(=O)C1=C(C=CC=C1O)O (trans-2',3'-difluoro-5-(4-methylpent-3-en-1-yl)-1,2,3,6-tetrahydro-[1,1'-biphenyl]-2-yl)(2,6-dihydroxyphenyl)methanone